(2S,5R)-5-(2-chlorophenyl)-1-(5-(2-methoxyphenyl)pyrazine-2-carbonyl)pyrrolidine-2-carboxylic acid ClC1=C(C=CC=C1)[C@H]1CC[C@H](N1C(=O)C1=NC=C(N=C1)C1=C(C=CC=C1)OC)C(=O)O